CC1=C(N=C(N1)CO)C Dimethyl-imidazole-methanol